(4-nitro-1-oxo-1,3-dihydro-2H-isoindol-2-yl)piperidine-2,6-dione [N+](=O)([O-])C1=C2CN(C(C2=CC=C1)=O)N1C(CCCC1=O)=O